C(#N)C=1C=C(C=CC1)C=1N=C(SC1C=1C=C2C(=NC=NC2=CC1)C)NC(=O)N1CCC(CC1)N(C)C N-[4-(3-cyanophenyl)-5-(4-methylquinazolin-6-yl)thiazol-2-yl]-4-(dimethylamino)piperidine-1-carboxamide